ClC1=C2C(=C[C@]3(C2=CC=C1)CC(CCC3)=O)C (R)-4'-chloro-3'-methylspiro[cyclohexane-1,1'-indene]-3-one